C[C@@H]1NC[C@H]1CO (trans-2-methylazetidin-3-yl)methanol